4-(trimethylsilylethynyl)3-nitroaniline C[Si](C)(C)C#CC1=C(C=C(N)C=C1)[N+](=O)[O-]